(3aR,5r,6aS)-2-(5-bromopyridin-2-yl)-5-methyloctahydrocyclopenta[c]pyrrol-5-ol BrC=1C=CC(=NC1)N1C[C@@H]2[C@H](C1)CC(C2)(O)C